C(C=C)(=O)OCCOC1=CC=C(C=C1)C(C)(C)C1=CC=C(C=C1)OCCOC(C=C)=O 2,2-Bis[4-(2-acryloxyethoxy)phenyl]propane